2-((2-acetamidophenyl)amino)-N-(3-chlorobenzyl)acetamide C(C)(=O)NC1=C(C=CC=C1)NCC(=O)NCC1=CC(=CC=C1)Cl